C(CCCCCCCC=C)C=1N=C(N(C1C(=O)OC(C)(C)C)C)C tert-butyl 4-(dec-9-en-1-yl)-1,2-dimethyl-1H-imidazole-5-carboxylate